(2R,3S,4S,5S,6R)-2-((R)-(3',5'-difluoro-3,4'-dimethyl-[1,1'-biphenyl]-4-yl)(hydroxy)methyl)-6-(hydroxymethyl)tetrahydro-2H-pyran-3,4,5-triol FC=1C=C(C=C(C1C)F)C1=CC(=C(C=C1)[C@H]([C@H]1O[C@@H]([C@H]([C@@H]([C@@H]1O)O)O)CO)O)C